1-((R)-2-hydroxy-2-((2S,3S,5R,8R,9R,10S,13S,14S,17S)-3-hydroxy-2-(methoxymethyl)-3,13-dimethylhexadecahydro-1H-cyclopenta[a]phenanthren-17-yl)propyl)-1H-pyrazole-4-carbonitrile O[C@](CN1N=CC(=C1)C#N)(C)[C@H]1CC[C@H]2[C@@H]3CC[C@@H]4C[C@]([C@@H](C[C@@H]4[C@H]3CC[C@]12C)COC)(C)O